CC1=CC=C(S1)C(C#N)C 2-(5-methylthiophen-2-yl)propanenitrile